C1(=CC=CC=C1)C1(C2=CC=CC=C2C=2C=CC(=CC12)NC1=CC=C(C(=C1)C1=CC=CC=C1)C=1C(=CC=CC1)C1=CC=CC=C1)C1=CC=CC=C1 N-(9,9-diphenylfluoren-2-yl)-N-(6-phenyl-1,1':2',1''-terphenyl-4-yl)amine